COC=1C=C2C=CN=C(C2=C(C1)C)N[C@H]1CN(CCC1)C(=O)OC(C)(C)C tert-butyl (R)-3-((6-methoxy-8-methylisoquinolin-1-yl)amino)piperidine-1-carboxylate